C(C)(C)(C)OC(=O)N1CCC(=CC1)C=1C=C2C(N(CC2=CC1)[C@H](C1=C(C=CC=C1)OC)C=1NC2=CC=CC=C2C1)=O (R)-4-(2-((1H-indol-2-yl)(2-methoxyphenyl)methyl)-3-oxoisoindol-5-yl)-3,6-dihydropyridine-1(2H)-carboxylic acid tert-butyl ester